7,8-difluoro-1,3,4,5-tetrahydro-2H-benzo[b]azepin-2-one FC1=CC2=C(NC(CCC2)=O)C=C1F